C1=CC=C(C=C1)CNC(=O)/C(=C/C2=CC(=C(C=C2)O)O)/C#N (2E)-2-cyano-3-(3,4-dihydroxyphenyl)-N-(phenylmethyl)-2-propenamide